BrC=1C=C(C2=C(CCO2)C1)N 5-bromo-2,3-dihydrobenzofuran-7-amine